CC1=NN2C(N=C(C=C2N(CC2=CC=C(C=C2)C=2C=NNC2)C)C)=C1C=1C(=CC(=NC1)N(C)C)C 5-{2,5-dimethyl-7-[methyl({[4-(1H-pyrazol-4-yl)phenyl]methyl})amino]pyrazolo[1,5-a]pyrimidin-3-yl}-N,N,4-trimethylpyridin-2-amine